2-((6-fluoro-2-methylpyridin-3-yl)oxy)-4-methyl-N-(2-(S-methylamino-sulfinyl)pyridin-4-yl)-5-(trifluoromethyl)nicotinamide FC1=CC=C(C(=N1)C)OC1=C(C(=O)NC2=CC(=NC=C2)S(=O)NC)C(=C(C=N1)C(F)(F)F)C